2-(4-(5-chloro-2-(4-chloro-1H-1,2,3-Triazol-1-yl)phenyl)-5-methoxy-2-oxopyridin-1(2H)-yl)-N-(3-(dimethylphosphoryl)-4-Fluorophenyl)-3-phenylpropanamide ClC=1C=CC(=C(C1)C1=CC(N(C=C1OC)C(C(=O)NC1=CC(=C(C=C1)F)P(=O)(C)C)CC1=CC=CC=C1)=O)N1N=NC(=C1)Cl